ClC1=C(C(=CC2=C1C(=NO2)C2CC2)NC(C2=CC=CC=C2)(C2=CC=CC=C2)C2=CC=CC=C2)C#N 4-chloro-5-cyano-3-cyclopropyl-6-(tritylamino)benzisoxazole